COC1=CC=C(C=C1)N1CSC=C1 3-(4-methoxyphenyl)thiazole